N-[(S)-1-(3-chloro-4-fluorophenyl)ethyl]-4-[(S)-5-methyl-1,4-diazepan-1-yl]-8-cyclopropyl-1-methyl-6-methyl-2-oxo-1,2-dihydro-1,7-diaza-3-naphthamide ClC=1C=C(C=CC1F)[C@H](C)NC(=O)C=1C(N(C2=C(N=C(C=C2C1N1CCN[C@H](CC1)C)C)C1CC1)C)=O